NC1=C(C(=O)NC2=C(C=CC=C2)Br)C=CC=C1 2-amino-N-(2-bromophenyl)benzamide